3'-{N'-[1-(3-fluoro-4-methylphenyl)-3-methyl-5-oxo-1,5-dihydropyrazol-4-ylidene]hydrazino}-2'-hydroxybiphenyl-3-carboxylic acid FC=1C=C(C=CC1C)N1N=C(C(C1=O)=NNC=1C(=C(C=CC1)C1=CC(=CC=C1)C(=O)O)O)C